3-bromo-8-methylquinoline-6-carboxylic acid ethyl ester C(C)OC(=O)C=1C=C2C=C(C=NC2=C(C1)C)Br